N-(1-Cyano-1-methylethyl)-4-[(1-methylcyclopentancarbonyl)amino]pyridin C(#N)C(C)(C)N1CC=C(C=C1)NC(=O)C1(CCCC1)C